3-ethyl-7-((4-(1-carbonyl-1,2-dihydroisoquinolin-6-yl)piperazin-1-yl)methyl)-1,5-naphthyridin-2(1H)-one C(C)C=1C(NC2=CC(=CN=C2C1)CN1CCN(CC1)C=1C=C2C=CNC(C2=CC1)=C=O)=O